FC(C[S-])(F)F.[Na+] sodium 2,2,2-trifluoroethanethiolate